5-((2-(phenylethynyl)thiazol-5-yl)oxy)-1H-1,2,3-triazole-4-carboxylic acid C1(=CC=CC=C1)C#CC=1SC(=CN1)OC1=C(N=NN1)C(=O)O